dimethyl(4-(4,4,5,5-tetramethyl-1,3,2-dioxaborolan-2-yl)-3,6-dihydropyridin-1(2H)-yl)phosphine oxide CP(N1CCC(=CC1)B1OC(C(O1)(C)C)(C)C)(C)=O